N1,N8-bis(2-oxotetrahydrothiophen-3-yl)octanediamide O=C1SCCC1NC(CCCCCCC(=O)NC1C(SCC1)=O)=O